(R)-1-(6-fluoropyridin-3-yl)-3-(isoquinolin-4-yl)-2-oxoimidazoline-4-carbonitrile FC1=CC=C(C=N1)N1C(N([C@H](C1)C#N)C1=CN=CC2=CC=CC=C12)=O